2-(2-fluorophenyl)-N-(4-(4-methylpiperazin-1-yl)phenyl)pyrazolo[1,5-a][1,3,5]triazin-4-amine FC1=C(C=CC=C1)C1=NC=2N(C(=N1)NC1=CC=C(C=C1)N1CCN(CC1)C)N=CC2